N-[1-(5-methoxypyridazin-3-yl)ethyl]formamide COC=1C=C(N=NC1)C(C)NC=O